2-(trimethylsilyl)ethyl 4-((5-((4-bromo-2-cyclopropyl-5-methylphenyl)amino)-1-methyl-1H-pyrazolo[4,3-b]pyridin-3-yl)oxy)-2,2-dimethylcyclohexane-1-carboxylate BrC1=CC(=C(C=C1C)NC1=CC=C2C(=N1)C(=NN2C)OC2CC(C(CC2)C(=O)OCC[Si](C)(C)C)(C)C)C2CC2